C1(CCC1)N1C(=NC2=C1C=CC(=C2)F)C=2N(C(C(=C(N2)C(=O)NC=2C=NOC2)O)=O)C 2-(1-cyclobutyl-5-fluoro-1H-1,3-benzodiazol-2-yl)-5-hydroxy-1-methyl-N-(1,2-oxazol-4-yl)-6-oxo-1,6-dihydropyrimidine-4-carboxamide